ClC=1C=C(C=CC1)C(C(OC(=O)N[C@H](C(=O)N[C@H](C(C(=O)O)O)C[C@H]1C(NCC1)=O)CCCC)C1=CC=CC=C1)(F)F (3S)-3-((2S)-2-(((2-(3-chlorophenyl)-2,2-difluoro-1-phenylethoxy)carbonyl)amino)hexanamido)-2-hydroxy-4-((S)-2-oxopyrrolidin-3-yl)butanoic acid